C(CCCCCCCCCCCCCCC(C)C)(=O)O.OC[C@H](O)[C@@H](O)[C@H](O)[C@H](O)CO sorbitol Isostearate